5-bromo-2-chloro-3-(6-methoxypyridin-3-yl)-1-tosyl-1H-pyrrolo[2,3-b]pyridine BrC=1C=C2C(=NC1)N(C(=C2C=2C=NC(=CC2)OC)Cl)S(=O)(=O)C2=CC=C(C)C=C2